oxazolidin-2-one-5,5-d2 O1C(NCC1([2H])[2H])=O